ClC=1C(=CC(=C(C1)N(C(=O)C1N(NC(C1)=O)C1=NC(=CC(=N1)C)C(F)(F)F)C([2H])([2H])[2H])F)F N-(5-chloro-2,4-difluorophenyl)-N-(methyl-d3)-2-(4-methyl-6-(trifluoromethyl)pyrimidin-2-yl)-5-oxopyrazolidine-3-carboxamide